2-cyano-1-(6-(1-(2-pyrrolylformyl)pyrrolidine-3-yl)hexyl)-3-(3-fluoro-4-pyridinyl)guanidine C(#N)N=C(NCCCCCCC1CN(CC1)C(=O)C=1NC=CC1)NC1=C(C=NC=C1)F